4-fluoro-3-((trifluoromethyl)-sulfonyl)benzenesulfonamide FC1=C(C=C(C=C1)S(=O)(=O)N)S(=O)(=O)C(F)(F)F